Pyrrolo[2,3-d]Pyridazine-2-formaldoxime N1C(=CC=2C1=CN=NC2)C=NO